C1(CCCC1)N1C=C2NC=3N(C=C2C1)N=C(C3)CC(C)C 6-cyclopentyl-2-(2-methylpropyl)-6,7-dihydro-4H-pyrazolo[1,5-a]pyrrolo[3,4-d]pyrimidine